(E)-3-(3-bromo-4-methoxyphenyl)-1-(2-(3-fluorophenyl)phenyl)propen-1-one tert-butyl-3-[tert-butoxycarbonyl-(methyl)amino]-5-[3-(prop-2-enoylamino)phenyl]indazole-1-carboxylate C(C)(C)(C)OC(=O)N1N=C(C2=CC(=CC=C12)C1=CC(=CC=C1)NC(C=C)=O)N(C)C(=O)OC(C)(C)C.BrC=1C=C(C=CC1OC)/C=C/C(=O)C1=C(C=CC=C1)C1=CC(=CC=C1)F